S1C(=NC2=C1C=CC=C2)SC2CCN(CC2)C(=O)NC2=C(C=CC=C2)C(F)(F)F 4-(benzo[d]thiazol-2-ylsulfanyl)-N-(2-(trifluoromethyl)phenyl)piperidine-1-carboxamide